racemic-benzyl N-[(3R,4R)-3-hydroxy-2,2,6,6-tetramethyl-4-piperidyl]carbamate O[C@H]1C(NC(C[C@H]1NC(OCC1=CC=CC=C1)=O)(C)C)(C)C |r|